(S)-7-(2-(4-(methylsulfonyl)piperazin-1-yl)pyrimidin-5-yl)-4-phenyl-3,4-dihydro-1H-benzo[4,5]imidazo[2,1-c][1,4]oxazine CS(=O)(=O)N1CCN(CC1)C1=NC=C(C=N1)C1=CC2=C(N=C3COC[C@@H](N32)C3=CC=CC=C3)C=C1